2,2-difluorobenzo[d][1,3]dioxolan-4-ol FC1(OC2=C(O1)C=CC=C2O)F